2-methoxy-2-oxoacetate COC(C(=O)[O-])=O